3-(1-oxo-5-((4-((5-(thiophen-2-yl)furan-2-yl)methyl)piperazin-1-yl)methyl)isoindoline-2-yl)piperidine-2,6-dione O=C1N(CC2=CC(=CC=C12)CN1CCN(CC1)CC=1OC(=CC1)C=1SC=CC1)C1C(NC(CC1)=O)=O